N-[2-(2-pyridinyl)ethyl]-N'-(2-pyridylmethyl)-1,3-xylylenediamine N1=C(C=CC=C1)CCNCC1=CC(=CC=C1)CNCC1=NC=CC=C1